CS(=O)(=O)OC[C@@H]([C@@H](C1=CC(=C(C(=C1)OC)C)OC)O[Si](C)(C)C(C)(C)C)OCCC1=CC=CC=C1 (2S,3R)-3-((tert-butyldimethylsilyl) oxy)-3-(3,5-dimethoxy-4-methylphenyl)-2-phenethoxypropyl methanesulfonate